(S)-2-((5-chloro-6-fluoro-1-((2-(trimethylsilyl)ethoxy)methyl)-1H-pyrrolo[3,2-b]pyridin-2-yl)methyl)-5-fluoro-1'-methylspiro[isoindoline-1,3'-pyrrolidine]-2',3-dione ClC1=C(C=C2C(=N1)C=C(N2COCC[Si](C)(C)C)CN2C(C1=CC(=CC=C1[C@@]21C(N(CC1)C)=O)F)=O)F